5-bromo-4-cyclopropyl-2-(trifluoromethyl)pyrimidine BrC=1C(=NC(=NC1)C(F)(F)F)C1CC1